[Cl-].COC(=O)C1(CC2=CC=CC=C2C1)C[NH3+] [2-(Methoxycarbonyl)-2,3-dihydro-1H-inden-2-yl]methanaminium chloride